Methyl 2-(2,2,2-trifluoroacetamido)acrylate FC(C(=O)NC(C(=O)OC)=C)(F)F